CCCCC(=O)O[C@H]1CC[C@H]2[C@@H]3CCC4C=C(O)C=CC=4[C@H]3CC[C@]12C β-Estradiol 17-valerate